FC1=C(C=C(C(=O)NC2=NC=CC(=C2)C(F)(F)F)C=C1)C#CC1=CN=C(S1)NC(=O)NC 4-fluoro-3-((2-(3-methylureido)thiazol-5-yl)ethynyl)-N-(4-(trifluoromethyl)pyridin-2-yl)benzamide